N2-(4-(chloromethyl)thiazol-2-yl)-N4-(2-(6-methylpyridin-2-yl)pyrimidin-4-yl)pyrimidine-2,4-diamine ClCC=1N=C(SC1)NC1=NC=CC(=N1)NC1=NC(=NC=C1)C1=NC(=CC=C1)C